C(C=C)N1C2=CC=C(C=C2C=2C=C(C=CC12)C=O)C=O 9-allyl-9H-carbazole-3,6-dicarboxaldehyde